5-Fluoro-2,2-dimethyl-4a-(thiophen-3-yl)-1,2,4,4a-tetrahydro-3H-pyrimido[1,2-a]quinolin-3-one FC=1C2(N(C3=CC=CC=C3C1)CC(C(N2)=O)(C)C)C2=CSC=C2